CC=1N=C(SC1S(=O)(=O)N)N1C(N(CCC1)C1=CC=C(C=C1)C1=NC=CC=C1)=O 4-methyl-2-(2-oxo-3-(4-(pyridin-2-yl)phenyl)tetrahydropyrimidin-1(2H)-yl)thiazole-5-sulfonamide